2-tridecane-sulfonic acid CC(CCCCCCCCCCC)S(=O)(=O)O